OC1=C2C(=C(N=N1)C)C=NC(=C2)N2C1CN(C(C2)C1)C(=O)OC(C)(C)C tert-butyl 5-(1-hydroxy-4-methylpyrido[3,4-d]pyridazin-7-yl)-2,5-diazabicyclo[2.2.1]heptane-2-carboxylate